Cl.C(C)(C)NCC(=O)NC=1SC2=C(N1)C=CC(=C2)OC(F)(F)F 2-(isopropyl-amino)-N-(6-(trifluoromethoxy)benzo[d]thiazol-2-yl)acetamide hydrochloride